N-(tert-butyldimethylsilyl)-N'-((5-fluoro-2,4-diisopropyl-pyridin-3-yl)carbamoyl)-5-(2-hydroxypropan-2-yl)thiazole-2-sulfonimidamide [Si](C)(C)(C(C)(C)C)NS(=O)(=NC(NC=1C(=NC=C(C1C(C)C)F)C(C)C)=O)C=1SC(=CN1)C(C)(C)O